boron bismuth telluride [Bi]=[Te].[B]